5-(4-((4-((R)-1-(5-((1-(tert-butoxycarbonyl)azetidin-3-yl)amino)-2-methylbenzamido)ethyl)naphthalen-1-yl)ethynyl)-3-fluoropiperidin-1-yl)pentanoic acid C(C)(C)(C)OC(=O)N1CC(C1)NC=1C=CC(=C(C(=O)N[C@H](C)C2=CC=C(C3=CC=CC=C23)C#CC2C(CN(CC2)CCCCC(=O)O)F)C1)C